NCC=1C(=C(C=CC1)C1=CC(=CC=2C=COC21)[C@@H]2CNC1=C(O2)C(=CC=C1)CC(=O)O)F |r| (±)-2-(2-(7-(3-(Aminomethyl)-2-fluorophenyl)benzofuran-5-yl)-3,4-dihydro-2H-benzo[b][1,4]oxazin-8-yl)acetic acid